dimethyl 2-[9-(4-methoxy-1-methoxycarbonyl-4-oxo-butyl)-6-oxa-3,9,15-triazabicyclo[9.3.1]pentadeca-1(14),11(15),12-trien-3-yl]pentanedioate COC(CCC(C(=O)OC)N1CCOCCN(CC2=CC=CC(C1)=N2)C(C(=O)OC)CCC(=O)OC)=O